FC=1C=C(C=CC1C=1C(N(C=CC1)C)=O)CC=1C(N=C(N(C1O)[C@@H](CC)C1=CC=CC=C1)C=1SC=C(N1)C)=O 5-{[3-fluoro-4-(1-methyl-2-oxo-1,2-dihydropyridin-3-yl)phenyl]methyl}-6-hydroxy-2-(4-methyl-1,3-thiazol-2-yl)-1-[(1S)-1-phenylpropyl]-1,4-dihydropyrimidin-4-one